2H-benzopyran-2-one hydrochloride Cl.O1C(C=CC2=C1C=CC=C2)=O